(Z)-N-(1-(3-((2-methylhydrazineylidene)methyl)pyrazin-2-yl)ethyl)-3,5-bis(trifluoromethyl)benzamide CN\N=C/C=1C(=NC=CN1)C(C)NC(C1=CC(=CC(=C1)C(F)(F)F)C(F)(F)F)=O